Cl.CC1(CCC=2C(=NNC2C1)C=1NC2=CC(=CC=C2C1)N(C([C@H](C)N1CCOCC1)=O)C)C N-[2-(6,6-dimethyl-4,5,6,7-tetrahydro-1H-indazol-3-yl)-1H-indol-6-yl]-N-methyl-(2S)-2-(morpholin-4-yl)propanamide monohydrochloride